1-(triethylphenyl)urea C(C)C1=C(C(=C(C=C1)NC(=O)N)CC)CC